COC1=NC=2C=CC=C(C2N=C1)N methoxyquinoxalin-5-amine